C(C)(C)(C)OC(=O)N[C@@H]1[C@@H](CN(CC1)C(=O)OCC1=CC=CC=C1)O |r| benzyl rac-(3R,4S)-4-(tert-butoxycarbonylamino)-3-hydroxy-piperidine-1-carboxylate